2-chloro-3-methoxy-4-phenoxyaniline ClC1=C(N)C=CC(=C1OC)OC1=CC=CC=C1